Thiophospholane C1CCP(C1)S